Isobutyl 5-fluoro-3-(1-((1-(2-((4-(trifluoromethyl)phenyl)sulfonamido)ethyl)piperidin-4-yl)methyl)-1H-1,2,3-triazol-4-yl)-1H-indole-2-carboxylate FC=1C=C2C(=C(NC2=CC1)C(=O)OCC(C)C)C=1N=NN(C1)CC1CCN(CC1)CCNS(=O)(=O)C1=CC=C(C=C1)C(F)(F)F